3-(1-(Trifluoromethyl)-1H-pyrazol-5-yl)bicyclo[1.1.1]pentane-1-carboxylic acid FC(N1N=CC=C1C12CC(C1)(C2)C(=O)O)(F)F